C(C)(C)(C)OC(=O)N(N1C=C(C(C=2C=C(C=NC12)B(O)O)=O)C(=O)OCC)CC(F)(F)F (8-((tert-Butoxycarbonyl)(2,2,2-trifluoroethyl)amino)-6-(ethoxycarbonyl)-5-oxo-5,8-dihydro-1,8-naphthyridin-3-yl)boronic acid